(cis)-ethyl 3-methylpiperidine-4-carboxylate C[C@@H]1CNCC[C@@H]1C(=O)OCC